3-(3,3-dimethoxycyclobutyl)-3-oxopropanenitrile COC1(CC(C1)C(CC#N)=O)OC